N1(CCCCCC1)C=1C=C(C=CC1C(=O)N1C(CNCC1)C1=CC=CC=C1)NC(=O)C1CC1 N-[3-(azepan-1-yl)-4-(2-phenylpiperazine-1-carbonyl)phenyl]cyclopropanecarboxamide